ClC1=CC(=NC=C1O)C=O 4-CHLORO-5-HYDROXY-PYRIDINE-2-CARBALDEHYDE